OC1CCC(CC1)NC(C1=CC(=CC=C1)CN1C(C2=CC=C(C=C2C=C1)N1CCOCC1)=O)=O N-((1S,4S)-4-Hydroxycyclohexyl)-3-((6-morpholino-1-oxoisoquinolin-2(1H)-yl)methyl)benzamide